BrC=1C=CC2=C(NC(=N2)C2=NNC3=CC=C(C=C23)C(=O)O)C1 3-(6-bromo-1H-benzo[d]imidazol-2-yl)-1H-indazole-5-carboxylic acid